C(C1=CC=CC=C1)OC(=O)N[C@H](C=1N=C2N(N=C(C=C2)CC2(C(NCC(C2)(F)F)=O)C(=O)OC)C1)C1CCC(CC1)C methyl 3-((2-((S)-(((benzyloxy)carbonyl)amino)((1r,4S)-4-methylcyclohexyl)methyl)imidazo[1,2-b]pyridazin-6-yl)methyl)-5,5-difluoro-2-oxopiperidine-3-carboxylate